CC(C)CCCCCCCCCCCCCCCCCCCCC(=O)O The molecule is a methyl-branched fatty acid that is tricosanoic acid substituted by a methyl group at position 22. It has a role as a mammalian metabolite. It is a branched-chain saturated fatty acid, a methyl-branched fatty acid and a long-chain fatty acid. It derives from a tricosanoic acid.